1-((1s,4s)-4-((5-([1,2,4]triazolo[1,5-a]pyridin-6-yl)-4-methoxy-7H-pyrrolo[2,3-d]pyrimidin-2-yl)amino)cyclohexyl)pyrrolidin-2-one N=1C=NN2C1C=CC(=C2)C2=CNC=1N=C(N=C(C12)OC)NC1CCC(CC1)N1C(CCC1)=O